3-(5-(((1S,6S)-6-amino-3-fluorocyclohex-2-en-1-yl)methyl)-1-oxoisoindolin-2-yl)piperidine-2,6-dione N[C@H]1CCC(=C[C@@H]1CC=1C=C2CN(C(C2=CC1)=O)C1C(NC(CC1)=O)=O)F